C1(=CC=CC=C1)C1(CCCCC1)C1=CC=CC=C1 1,1-diphenylcyclohexane